CC1(CC2C(C(OC2=O)=O)C2=CC=CC=C12)C1C(OC(C1)=O)=O 1,3,3a,4,5,9b-hexahydro-5-methyl-5-(tetrahydro-2,5-bisoxo-3-furanyl)-naphtho[1,2-c]-furan-1,3-dione